N-(4-methoxyphenyl)acetamide COC1=CC=C(C=C1)NC(C)=O